(2-(2,5,7,8-tetramethyl-6-((methylsulfonyl)oxy)chroman-2-yl)ethyl)phosphonium Methyl-1-(6-bromo-3-nitroquinolin-4-yl)cyclopentane-1-carboxylate COC(=O)C1(CCCC1)C1=C(C=NC2=CC=C(C=C12)Br)[N+](=O)[O-].CC1(OC2=C(C(=C(C(=C2CC1)C)OS(=O)(=O)C)C)C)CC[PH3+]